FC(C1=CC=C(COC2=C(N=NN2)C(=O)O)C=C1)(F)F 5-((4-(trifluoromethyl)benzyl)oxy)-1H-1,2,3-triazole-4-carboxylic acid